1-(3-bromo-2-chloropyridin-4-yl)-3-methyl-1H-pyrazole BrC=1C(=NC=CC1N1N=C(C=C1)C)Cl